Lithium 2,5-dichloro-6-((S)-1-methyl-2-oxiranylmethoxy-ethylamino)-pyrimidine-4-carboxylate ClC1=NC(=C(C(=N1)C(=O)[O-])Cl)N[C@H](COCC1OC1)C.[Li+]